C1(=CC=CC=C1)CCOC(CCC)=O butyric acid-β-phenylethyl ester